C1=NC=C(C2=CC=CC=C12)N1C(N(C[C@@H]1C#N)C1=NC=C(C=C1)C(F)(F)F)=O |r| Racemic-3-(isoquinolin-4-yl)-2-oxo-1-(5-(trifluoromethyl)pyridin-2-yl)imidazoline-4-carbonitrile